C(N)(=O)C1=CC=2N(C=C1)N=CC2C(=O)NC=2C=C(C=C(C2C)F)C2=NOC(=N2)C2CN(C2)C(=O)OC methyl 3-(3-(3-(5-carbamoylpyrazolo[1,5-a]pyridine-3-carboxamido)-5-fluoro-4-methylphenyl)-1,2,4-oxadiazol-5-yl)azetidine-1-carboxylate